CC(C)(C#C)NC(C1=CC=C(C=C1)C=1N=C(SC1)SC=1SC(=CN1)[N+](=O)[O-])=O N-(2-methylbut-3-yn-2-yl)-4-(2-((5-nitrothiazol-2-yl)thio)thiazol-4-yl)benzamide